CC1=C(C=C2C(=NNC2=C1)C=1C=NN(C1)C)C=1C[C@@H]2[C@@H](CN(C2)C2COCCC2)C1 6-methyl-3-(1-methyl-1H-pyrazol-4-yl)-5-((3aR,6aS)-2-(tetrahydro-2H-pyran-3-yl)-1,2,3,3a,4,6a-hexahydrocyclopenta[c]pyrrol-5-yl)-1H-indazole